FC1=C(C=C(C=C1)N=[N+]=[N-])[N+](=O)[O-] 1-fluoro-2-nitro-4-azidobenzene